8-CHLORo-(NEOPENTYLAMINO)CHINOLIN ClC=1C=CC=C2C=CC(=NC12)NCC(C)(C)C